O1CCN(CC1)CCCN1C(C=2C(=CC=3C(N(C(C=4C3C2C(C1=O)=CC4C4=CC=C(C=C4)CN4CCCC4)=O)CCCN4CCOCC4)=O)NCCN4CCCC4)=O 2,7-bis(3-morpholinopropyl)-4-((2-(pyrrolidin-1-yl)ethyl)amino)-9-(4-(pyrrolidin-1-ylmethyl)phenyl)benzo[lmn][3,8]phenanthroline-1,3,6,8(2H,7H)-tetraone